maleic acid disodium salt hydrate O.[Na+].[Na+].C(\C=C/C(=O)[O-])(=O)[O-]